COCCOCCOCCN1N=C(C(=C1C)NC(=O)C=1C=CN2C3=C(CCC12)C=NC(=N3)NC3=C(C=C(C=C3)N3CCN(CC3)C)OC)C N-[1-[2-[2-(2-methoxyethoxy)ethoxy]ethyl]-3,5-dimethyl-pyrazol-4-yl]-2-[2-methoxy-4-(4-methylpiperazin-1-yl)anilino]-5,6-dihydropyrimido[4,5-e]indolizine-7-carboxamide